methyl 4-(4-bromo-2-cyano-1H-pyrrol-1-yl)-3,3-dimethylbutyrate BrC=1C=C(N(C1)CC(CC(=O)OC)(C)C)C#N